C(C1=CC=CC=C1)(=O)NC(C(=O)NC1CCC(CC1)C(=O)O)C 4-[[2-(Benzoylamino)-1-oxopropyl]amino]cyclohexanecarboxylic acid